tridecylether sodium acetate C(C)(=O)[O-].[Na+].C(CCCCCCCCCCCC)OCCCCCCCCCCCCC